2''-bromo-6'',7''-dichlorodispiro[[1,3]dioxolane-2,1'-cyclohexane-4',1''-indene] BrC=1C2(C3=C(C(=CC=C3C1)Cl)Cl)CCC1(CC2)OCCO1